N-(4-((benzyloxy)methyl)phenyl)-2-fluoro-5-(5-fluoro-1H-benzo[d][1,2,3]triazol-6-yl)benzamide C(C1=CC=CC=C1)OCC1=CC=C(C=C1)NC(C1=C(C=CC(=C1)C=1C(=CC2=C(NN=N2)C1)F)F)=O